(2s,4s)-2-(4-(2-fluoro-4-methylphenyl)piperidine-1-carbonyl)-7-oxa-5-azaspiro[3.4]octan-6-one FC1=C(C=CC(=C1)C)C1CCN(CC1)C(=O)C1CC2(C1)NC(OC2)=O